1-[2-cyano-4-(trifluoromethyl)phenyl]-N-[2-(dimethylamino)ethyl]-4-[6-(2-ethoxypyridin-3-yl)pyridazin-3-yl]piperidine-4-carboxamide C(#N)C1=C(C=CC(=C1)C(F)(F)F)N1CCC(CC1)(C(=O)NCCN(C)C)C=1N=NC(=CC1)C=1C(=NC=CC1)OCC